[2,6-bis(2,6-dimethoxyphenyl)phenyl]-phenylcyclohexylphosphine COC1=C(C(=CC=C1)OC)C1=C(C(=CC=C1)C1=C(C=CC=C1OC)OC)P(C1CCCCC1)C1=CC=CC=C1